2,6-Ditert-butyl-4-methylphenol C(C)(C)(C)C1=C(C(=CC(=C1)C)C(C)(C)C)O